furylaminobenzoxazine O1C(=CC=C1)NC=1NOC2=C(C1)C=CC=C2